The molecule is a glycoside that is curcumin substituted by a beta-D-glucopyranosyl-(1->6)-beta-D-glucopyranosyl-(1->6)-beta-D-glucopyranoside group at position 4'. It has a role as a plant metabolite. It is a trisaccharide derivative, an enone, an aromatic ether, an enol and a glycoside. It derives from a curcumin. COC1=C(C=CC(=C1)/C=C/C(=O)CC(=O)/C=C/C2=CC(=C(C=C2)O[C@H]3[C@@H]([C@H]([C@@H]([C@H](O3)CO[C@H]4[C@@H]([C@H]([C@@H]([C@H](O4)CO[C@H]5[C@@H]([C@H]([C@@H]([C@H](O5)CO)O)O)O)O)O)O)O)O)O)OC)O